C[C@@H]1C(=CC2=CC=C(C=C2C1)OCCCC(F)(F)F)CN1CC(C1)C(=O)O 1-[[(3S)-3-methyl-6-(4,4,4-trifluorobutoxy)-3,4-dihydronaphthalen-2-yl]methyl]azetidine-3-carboxylic acid